4-((5-(4-(2-aminophenyl)piperazin-1-yl)-6-(hydroxymethyl)-3-methylpyrazin-2-yl)thio)-3-chlorocyanopyridine NC1=C(C=CC=C1)N1CCN(CC1)C=1N=C(C(=NC1CO)SC1=C(C(=NC=C1)C#N)Cl)C